C(#N)C1=NC=2N(C=C1)N=CC2NC(=O)[C@H]2CCN(C1(CC1)C2)C(=O)C2=NNC(=C2)C2=CC(=NC=C2F)OC (S)-N-(5-cyanopyrazolo[1,5-a]pyrimidin-3-yl)-4-(5-(5-fluoro-2-methoxypyridin-4-yl)-1H-pyrazole-3-carbonyl)-4-azaspiro[2.5]octane-7-carboxamide